FC(S(=O)(=O)NC1=C(C=CC=C1)C1=CC=C2[C@@H]([C@H](COC2=C1)CC=1SC(=CN1)C)O)(F)F 1,1,1-Trifluoro-N-(2-{(3S,4R)-4-hydroxy-3-[(5-methyl-1,3-thiazol-2-yl)methyl]-3,4-dihydro-2H-chromen-7-yl}phenyl)methansulfonamid